2-((S)-1-acryloyl-4-(2'-(((S)-1-methylpyrrolidin-2-yl)methoxy)-1,3,5',6'-tetrahydrospiro[indene-2,7'-pyrano[2,3-d]pyrimidin]-4'-yl)piperazin-2-yl)acetonitrile C(C=C)(=O)N1[C@H](CN(CC1)C=1C2=C(N=C(N1)OC[C@H]1N(CCC1)C)OC1(CC2)CC2=CC=CC=C2C1)CC#N